CS(=O)(=O)O[C@@H]1C(N(CC1)CC1=C(C=C(C=C1)C)F)=O (S)-1-(2-fluoro-4-methylbenzyl)-2-oxopyrrolidin-3-yl methanesulfonate